ClC1=C(C=C(C(=C1)OC1=CC=CC=C1)C)N=CN(C)CC N'-(2-chloro-4-phenoxy-5-methylphenyl)-N-ethyl-N-methylmethanimidamide